C(CC1=CC=CC=C1)C=1C(=NSN1)O 4-phenethyl-1,2,5-thiadiazol-3-ol